FC=1C(=C(C=CC1C)S(=O)(=O)CCC(=O)OC[C@@H](CCCC)CC)O |r| (RS)-2-ethylhexyl 3-((3-fluoro-2-hydroxy-4-methylphenyl)sulfonyl)propanoate